NC1=CC(=C(OC=2C=CC(=C(C#N)C2)F)C(=C1)F)F 5-(4-Amino-2,6-difluorophenoxy)-2-fluorobenzonitrile